C1=CC=C2C(=C1)C(C3=CC=CC=C32)COC(=O)NCCOCCOCCOCCOCCC(=O)O Fmoc-15-amino-4,7,10,13-tetraoxapentadecanoic acid